2-(4-{[(3S)-oxacyclohex-3-yl]amino}pyrido[3,4-d]pyridazin-1-yl)-5-(trifluoromethyl)phenol O1C[C@H](CCC1)NC=1N=NC(=C2C1C=NC=C2)C2=C(C=C(C=C2)C(F)(F)F)O